trans-5-amino-2-[2-(3-aminocyclobutyl)thiazol-5-yl]-N-tert-butyl-benzenesulfonamide NC=1C=CC(=C(C1)S(=O)(=O)NC(C)(C)C)C1=CN=C(S1)[C@@H]1C[C@H](C1)N